1-(2,4,6-trichlorophenyl)acetone ClC1=C(C(=CC(=C1)Cl)Cl)CC(=O)C